3-(4-Sulfobutyl)-2-[3-[3-(4-sulfobutyl)-3H-benzooxazol-2-ylidene]-propenyl]-benzoxazolium hydroxide [OH-].S(=O)(=O)(O)CCCC[N+]1=C(OC2=C1C=CC=C2)C=CC=C2OC1=C(N2CCCCS(=O)(=O)O)C=CC=C1